FC1=C(C=CC(=C1)F)C1=NC(=NC2=C1N=C(N(C2=O)C)C(F)(F)F)N2C[C@H](OCC2)C2=CC(=NC=C2)OC (R)-8-(2,4-difluorophenyl)-6-(2-(2-methoxypyridin-4-yl)morpholino)-3-methyl-2-(trifluoromethyl)pyrimido[5,4-d]pyrimidin-4(3H)-one